BrC/C=C(/CCC(=O)OCC)\C (E)-ethyl 6-bromo-4-methylhex-4-enoate